6-bromo-2-(1-methyl-4-piperidyl)isoindolin-1-one BrC1=CC=C2CN(C(C2=C1)=O)C1CCN(CC1)C